C(C)(=O)NC1=C(C(=O)N(CCC)C=2SC(=CN2)[N+](=O)[O-])C=CC=C1C(=O)N 2-acetamido-N1-(5-nitrothiazol-2-yl)-N-propylisophthalamide